N-(3-fluoro-4-morpholinophenyl)-4-methylbenzamide FC=1C=C(C=CC1N1CCOCC1)NC(C1=CC=C(C=C1)C)=O